FC[C@H]1CC(OC1)=O (S)-4-(fluoromethyl)dihydrofuran-2-one